2-(2,6-dioxopiperidin-3-yl)-5-(4-(3-((1r,3r)-3-((7-nitro-10H-phenothiazin-3-yl)oxy)cyclobutoxy)propyl)piperazin-1-yl)isoindoline-1,3-dione O=C1NC(CCC1N1C(C2=CC=C(C=C2C1=O)N1CCN(CC1)CCCOC1CC(C1)OC=1C=CC=2NC3=CC=C(C=C3SC2C1)[N+](=O)[O-])=O)=O